Ethyl-4-amino-3-chloro-5-fluoro-6-(7-fluoro-1H-indol-6-yl)pyridine-2-carboxylate C(C)OC(=O)C1=NC(=C(C(=C1Cl)N)F)C1=CC=C2C=CNC2=C1F